1-(6-(1-carboxycyclopropyl)pyridin-2-yl)-6-(trifluoromethoxy)-1H-indole-2-carboxylic acid C(=O)(O)C1(CC1)C1=CC=CC(=N1)N1C(=CC2=CC=C(C=C12)OC(F)(F)F)C(=O)O